N1[9CH]=NC2=C1C=CC=C2 (9C1)-1H-benzimidazol